2-bromo-5-cyano-4-(trifluoromethyl)benzoic acid methyl ester COC(C1=C(C=C(C(=C1)C#N)C(F)(F)F)Br)=O